ClC=1C=C(C(=O)N2CC=3C(=NN4C3C(N(C[C@H]4C(=O)O)C(C)C4=CC=C(C=C4)OC(F)F)=O)C[C@H]2C)C=CC1Cl (3R,7S)-2-(3,4-Dichlorobenzoyl)-9-(1-(4-(difluoromethoxy)phenyl)ethyl)-3-methyl-10-oxo-1,2,3,4,7,8,9,10-octahydropyrido[4',3':3,4]pyrazolo[1,5-a]pyrazine-7-carboxylic acid